FC1=C(C(=CC(=C1)OC)F)C1C(C(NC1)=O)NC(=O)NC1=CC=C(C=C1)C (+)-1-[4-(2,6-difluoro-4-methoxy-phenyl)-2-oxopyrrolidin-3-yl]-3-(p-tolyl)urea